N=1NN=NC1C1=CC=C(C=O)C=C1 4-(2H-tetrazol-5-yl)benzaldehyde